C(SCC1=CC=C(C=C1)C(=O)N(CCO)CC)(SCC1=CC=C(C=C1)C(=O)N(CCO)CC)=S bis[4-{ethyl-(2-hydroxyethyl) aminocarbonyl}-benzyl] trithiocarbonate